C1(CC1)C1=NC(=C(C(=N1)NC1=NNC2=CC(=CC=C12)[C@@H]1C[C@@]12C(NC1=CC=C(C=C21)OC)=O)OC)N2CCOCC2 (1R,2S)-2-(3-{[2-cyclopropyl-5-methoxy-6-(morpholin-4-yl)pyrimidin-4-yl]amino}-1H-indazol-6-yl)-5'-methoxyspiro[cyclopropane-1,3'-indol]-2'(1'H)-one